4,7-diformylheptanenitrile C(=O)C(CCC#N)CCCC=O